FC=1C=CC2=C(C(=CO2)C=2C(NC(C2C2=CN(C=3C=C4C(=CC23)OCO4)C)=O)=O)C1 (5-fluorobenzofuran-3-yl)-4-(5-methyl-5H-[1,3]dioxolo[4,5-f]indol-7-yl)pyrrole-2,5-dione